C1=CC=CC=2C3=CC=CC=C3C(=CC12)C1=CC=C(C=C1)OB(O)O (4-(phenanthrene-9-yl)phenyl)boric acid